Diallylsebacat C(C=C)OC(CCCCCCCCC(=O)OCC=C)=O